O1C2=C(N(CC1)C1=CC=C(C=C1)NC(C1=CC(=C(C(=C1)F)O)C1OCC(CO1)(C)C)=O)C=CC=C2 N-(4-(2H-benzo[b][1,4]oxazin-4(3H)-yl)phenyl)-3-(5,5-dimethyl-1,3-dioxan-2-yl)-5-fluoro-4-hydroxybenzamide